2,3,3a,4,5,6,7,7a-octahydro-7,8,8-trimethyl-4,7-methanobenzofuran-2-yl ether CC12CCC(C3CC(OC31)OC3OC1C(C3)C3CCC1(C3(C)C)C)C2(C)C